2-{4-[(2-Hydroxy-3-dodecyloxypropyl)oxy]-2-hydroxyphenyl}-4,6-bis(2,4-dimethylphenyl)-1,3,5-triazine OC(COC1=CC(=C(C=C1)C1=NC(=NC(=N1)C1=C(C=C(C=C1)C)C)C1=C(C=C(C=C1)C)C)O)COCCCCCCCCCCCC